ClC1=NC(=CC=C1C(C)=O)Cl 2,6-dichloro-3-acetyl-pyridine